C1(CC1)C(=O)NC1=CC(=C(N=N1)C(=O)NC([2H])([2H])[2H])NC1=NC=CC=C1S(=O)(=O)C 6-cyclopropanecarboxamido-4-[(3-methanesulfonylpyridin-2-yl)amino]-N-(2H3)methylpyridazine-3-carboxamide